1-(4-((5-(4-((tert-butoxycarbonyl)amino)-4-methylpiperidin-1-yl)-6-(hydroxymethyl)pyrazin-2-yl)thio)-3-chloropyridin-2-yl)piperidine-4-carboxylic acid C(C)(C)(C)OC(=O)NC1(CCN(CC1)C=1N=CC(=NC1CO)SC1=C(C(=NC=C1)N1CCC(CC1)C(=O)O)Cl)C